[(1R)-1-(2-chlorophenyl)ethyl] (4-nitrophenyl) carbonate C(O[C@H](C)C1=C(C=CC=C1)Cl)(OC1=CC=C(C=C1)[N+](=O)[O-])=O